3-(4-{2-[1-(2-Ethoxy-ethyl)-1H-pyrazol-4-ylamino]-thiazol-4-yl}-phenyl)-(R)-5-methyl-oxazolidin-2-one C(C)OCCN1N=CC(=C1)NC=1SC=C(N1)C1=CC=C(C=C1)N1C(O[C@@H](C1)C)=O